7-(4-Fluoro-piperidin-1-yl)-2-(3-methoxy-phenyl)-imidazo[1,2-a]pyridine FC1CCN(CC1)C1=CC=2N(C=C1)C=C(N2)C2=CC(=CC=C2)OC